C1(CC1)C=1C(=NC(=NC1)NC=1C(=NN(C1)CCN(C)C)C)NCCCN1CCOCCC1=O 4-(3-((5-cyclopropyl-2-((1-(2-(dimethylamino)ethyl)-3-methyl-1H-pyrazol-4-yl)amino)pyrimidin-4-yl)amino)propyl)-1,4-oxazepan-5-one